C(=C\CC)/[C@H]1C(OC[C@H]1C=CCC)O (3R,4S,1E)-3,4-bis(1-Butenyl)-tetrahydro-2-furanol